ClC1=NC(=C(C=C1C(CC(=O)O)(F)F)F)Cl 2,6-dichloro-β,β,5-trifluoro-3-pyridinepropionic acid